methyl(1-methyl-1H-pyrazol-4-yl)(((7-(5-(trifluoromethyl)-1,2,4-oxadiazol-3-yl)imidazo[1,2-a]pyridin-2-yl)methyl)imino)-λ6-sulfanone CS(=O)(=NCC=1N=C2N(C=CC(=C2)C2=NOC(=N2)C(F)(F)F)C1)C=1C=NN(C1)C